C(C)(C)(C)OC(NCC1=CC=CNC2=C1C=CC=C2)=O [1]Benzazepin-5-yl-methyl-carbamic acid tert-butyl ester